OC[C@@]1([C@@H](O)[C@H](O)[C@H](O1)CO)OC[C@]1(O)[C@@H](O)[C@@H](O)[C@H](O)CO1 β-D-fructofuranosyl-(2→1)-β-D-tagatopyranose